Ethyl 6,6-diethyl-2-methoxy-3-(3-methoxypropoxy)-10-oxo-5,10-dihydro-6H-pyrido[1,2-h][1,7]naphthyridine-9-carboxylate C(C)C1(CC=2C=C(C(=NC2C=2N1C=C(C(C2)=O)C(=O)OCC)OC)OCCCOC)CC